2-((4-(2-(4-Chloro-2-fluorophenyl)-2-methyl-2,3-dihydrobenzo[b][1,4]dioxin-5-yl)piperidin-1-yl)methyl)-1-(((S)-oxetan-2-yl)methyl)-1H-benzo[d]imidazole-6-carboxylic acid ClC1=CC(=C(C=C1)C1(COC2=C(O1)C=CC=C2C2CCN(CC2)CC2=NC1=C(N2C[C@H]2OCC2)C=C(C=C1)C(=O)O)C)F